CC=1C=C(C=CC1C)S(=O)(=O)NC=1C=C(C=CC1)NC(=O)C1=CC2=C(OCCO2)C=C1 N-(3-((3,4-dimethylphenyl)sulfonamido)phenyl)-2,3-dihydrobenzo[b][1,4]dioxine-6-carboxamide